N-(5-chloro-4-(4-chloro-3-fluorophenyl)thiazol-2-yl)-5-((2-hydroxy-3-methoxybenzyl)amino)pyridine-2-sulfonamide ClC1=C(N=C(S1)NS(=O)(=O)C1=NC=C(C=C1)NCC1=C(C(=CC=C1)OC)O)C1=CC(=C(C=C1)Cl)F